O=C1C(=CC(=NN1)CC=1C=C(C(=O)O)C=CC1)C(F)(F)F 3-[[6-oxo-5-(trifluoromethyl)-1H-pyridazin-3-yl]methyl]benzoic acid